C(C)C1=CC=CC2=C(C3=CC=CC=C3C(=C12)OC)OC 1-ethyl-9,10-dimethoxyanthracene